C(#N)C1CCNCC1 4-cyanopiperidin